FC1=CC2=C(N(C(=N2)C2=CC=C(C=C2)S(=O)(=O)C)C)C=C1C1CCN(CC1)C1CCN(CC1)C(C)C 5-fluoro-6-(1'-isopropyl-[1,4'-bipiperidin]-4-yl)-1-methyl-2-(4-(methylsulfonyl)phenyl)-1H-benzo[d]imidazole